FC1C(C1)N1C(C(=CC=C1)NC(=O)C1=CC=2C(N=C1OC(C)C)=NN(C2)[C@@]21CO[C@@](C2)(C1)C)=O racemic-(Cis)-N-(1-(2-fluorocyclopropyl)-2-oxo-1,2-dihydropyridin-3-yl)-6-isopropoxy-2-(1-methyl-2-oxabicyclo[2.1.1]hexan-4-yl)-2H-pyrazolo[3,4-b]pyridine-5-carboxamide